C(C1=CC=CC=C1)NC(=O)C=1C(=C(C(=CC1CCCCC)O)C1=C(C=CC(=C1)C)C(=C)C)O N-benzyl-2,6-dihydroxy-5'-methyl-4-pentyl-2'-(prop-1-en-2-yl)-[1,1'-biphenyl]-3-carboxamide